bis(dimethoxy silylpropyl) tetrasulfide CO[SiH](OC)CCCSSSSCCC[SiH](OC)OC